6-methoxy-4-oxo-3-propyl-4H-benzopyran-7-yl vinyl-sulfonate C(=C)S(=O)(=O)OC1=CC2=C(C(C(=CO2)CCC)=O)C=C1OC